(2s,4r)-4-(6-amino-4-methylpyridazin-3-yl)-2-methylpiperidine-1-carboxylic acid tert-butyl ester C(C)(C)(C)OC(=O)N1[C@H](C[C@@H](CC1)C=1N=NC(=CC1C)N)C